NC(C(=O)OCCCCCCCCCCCC)C.[Na] sodium dodecyl aminopropionate